C(C1=CC=CC=C1)OC1=C(C=C(C(=O)OC)C=C1C1OCCO1)CN(C)C methyl 4-(benzyloxy)-3-[(dimethylamino)methyl]-5-(1,3-dioxolan-2-yl)benzoate